N-(o-aminophenyl)-trans-4-aminocyclohexanol NC1=C(C=CC=C1)N[C@@H]1CC[C@H](CC1)O